CC1=NN=C(O1)NC(C1=C(C=CC=C1)OC1=CC=CC=C1)=O N-(5-methyl-1,3,4-oxadiazol-2-yl)-2-phenoxybenzamide